N-(1-(2-oxo-4-(o-tolyl)-2H-chromen-7-yl)ethyl)acetamide O=C1OC2=CC(=CC=C2C(=C1)C1=C(C=CC=C1)C)C(C)NC(C)=O